2-[diethylcarbamoyl-(2,6-difluoro-4-pyridyl)amino]-N-(2,2-dimethylcyclobutyl)-5-methyl-thiazole-4-carboxamide C(C)N(C(=O)N(C=1SC(=C(N1)C(=O)NC1C(CC1)(C)C)C)C1=CC(=NC(=C1)F)F)CC